COC=1C(=CC=2C(=C3C(=NC2C1)CCOCC3)N[C@H]3CN(CCC3)CCO)OC 2-[(3R)-3-({8,9-dimethoxy-1H,2H,4H,5H-oxepino[4,5-b]quinolin-11-yl}amino)piperidin-1-yl]ethan-1-ol